N-(2-methoxy-6-thiazol-2-yl-3-pyridyl)-5-methyl-3-phenyl-isoxazole-4-carboxamide COC1=NC(=CC=C1NC(=O)C=1C(=NOC1C)C1=CC=CC=C1)C=1SC=CN1